COC=1C=C(C=CC1C)NC(=O)C1CCC(CC1)N1C(C2=CC=CC(=C2C1)B1OC(C(O1)(C)C)(C)C)=O (1s,4s)-N-(3-methoxy-4-methylphenyl)-4-(1-oxo-4-(4,4,5,5-tetramethyl-1,3,2-dioxaborolan-2-yl)isoindolin-2-yl)cyclohexanecarboxamide